3-chloroacryloxypropyl-trimethoxysilane ClC=CC(=O)OCCC[Si](OC)(OC)OC